4-(5-(Difluoromethyl)-1,2,4-oxadiazol-3-yl)-6-methyl-N-(4-methylthiazol-2-yl)picolinamide FC(C1=NC(=NO1)C1=CC(=NC(=C1)C)C(=O)NC=1SC=C(N1)C)F